(2R,3S,4S,5R,6R)-2-(hydroxymethyl)-6-[(2R,3R,4S,5S,6R)-3,4,5-trihydroxy-6-(hydroxymethyl)oxan-2-yl]oxan-3,4,5-triol OC[C@H]1O[C@H]([C@@H]([C@H]([C@@H]1O)O)O)[C@@H]1O[C@@H]([C@H]([C@@H]([C@H]1O)O)O)CO